e-cyclopropyl-2-(3-pyridinyl)-2H-indazole-5-carboxamide C1(CC1)C=1N(N=C2C=CC(=CC12)C(=O)N)C=1C=NC=CC1